FC1=C(C=NN1)C=1C=C(C(=NC1)C=1N=NC(=CC1)O[C@@H]1[C@@H](C(NC(C1)(C)C)(C)C)F)O 5-(5-fluoro-1H-pyrazol-4-yl)-2-(6-{[(3R,4S)-3-fluoro-2,2,6,6-tetramethylpiperidin-4-yl]oxy}pyridazin-3-yl)pyridin-3-ol